(1-(4-chlorophenyl)-2,2,2-trifluoroethyl)-N-ethyl-5-fluoro-6-methoxypyridine-3-sulfonamide ClC1=CC=C(C=C1)C(C(F)(F)F)C1=NC(=C(C=C1S(=O)(=O)NCC)F)OC